COC1=CC=C(C=C1)C1=CC=[NH+]C2=CC=CC=C12 4-[4-methoxyphenyl]-quinolinium